[Si](C1=CC=CC=C1)(C1=CC=CC=C1)(C(C)(C)C)OCCCCC(=O)N(C)OC 5-((tert-butyldiphenylsilyl)oxy)-N-methoxy-N-methylpentanamide